(2R,3s)-butane-1,2,3,4-tetrayl (3R,3'R,3''R,3'''R)-tetrakis(3-hydroxybutyrate) O[C@@H](CC(=O)OC[C@H]([C@H](COC(CC(C)O)=O)OC(CC(C)O)=O)OC(CC(C)O)=O)C